3-((4-((tert-butoxycarbonyl)amino)piperidin-1-yl)sulfonyl)benzoic acid methyl ester COC(C1=CC(=CC=C1)S(=O)(=O)N1CCC(CC1)NC(=O)OC(C)(C)C)=O